Azetidin-1-yl(2,6-dihydroxy-3'-methyl-4-pentyl-[1,1'-biphenyl]-3-yl)methanone N1(CCC1)C(=O)C=1C(=C(C(=CC1CCCCC)O)C1=CC(=CC=C1)C)O